1,6-bis(7-benzo[c]acridinyl)hexane C1=CC=CC=2C=CC=3C(=C4C=CC=CC4=NC3C21)CCCCCCC2=C1C=CC=CC1=NC=1C3=C(C=CC21)C=CC=C3